C(C1=CC=CC=C1)OC(=O)C1=NC(=C(C(=C1Cl)N)F)C1=CC=C2C=CNC2=C1F benzyl-4-amino-3-chloro-5-fluoro-6-(7-fluoro-1H-indol-6-yl)pyridine-2-carboxylate